3-[(4-bromophenyl)methylene]pyrrolidine BrC1=CC=C(C=C1)C=C1CNCC1